N-(1-(1-(3-(trifluoro-methyl)-phenyl)ethyl)-1H-indol-5-yl)acrylamide FC(C=1C=C(C=CC1)C(C)N1C=CC2=CC(=CC=C12)NC(C=C)=O)(F)F